[O-2].[Zn+2].[Mg+2].[Zn+2].[O-2].[O-2] zinc-magnesium-zinc-oxide